4-(6-chloro-1H-indol-2-yl)-5-hydroxy-N-methoxy-2-carbonyl-5-pentyl-2,5-dihydrofuran-3-carboxamide ClC1=CC=C2C=C(NC2=C1)C1=C(C(OC1(CCCCC)O)=C=O)C(=O)NOC